7,8-diamino-6-fluoro-2-(pyridin-4-yl)-4H-chromen-4-one NC1=C(C=C2C(C=C(OC2=C1N)C1=CC=NC=C1)=O)F